2-chloro-N-((R)-1-((trans)-4-(6-fluoroquinolin-4-yl)cyclohexyl)propan-2-yl)-7-methoxyquinazolin-4-amine ClC1=NC2=CC(=CC=C2C(=N1)N[C@@H](C[C@@H]1CC[C@H](CC1)C1=CC=NC2=CC=C(C=C12)F)C)OC